BrCC=1C=C2C(N(C(C2=CC1)=O)N1C(NC(CC1)=O)=O)=O 5-(bromomethyl)-2-(2,4-dioxotetrahydropyrimidine-1(2H)-yl)isoindoline-1,3-dione